4,5-di(di-tert-butylphosphino)-9,9-dimethylxanthene C(C)(C)(C)P(C1=CC=CC=2C(C3=CC=CC(=C3OC12)P(C(C)(C)C)C(C)(C)C)(C)C)C(C)(C)C